ClC1=CC=C(C(=N1)C(=O)O)N[C@H](C)C1=C2N=C(C(=NC2=CC(=C1)C)C#N)N1CC=2C=CN(C(C2CC1)=O)C (R)-6-chloro-3-((1-(2-cyano-7-methyl-3-(6-methyl-5-oxo-3,4,5,6-tetrahydro-2,6-naphthyridin-2(1H)-yl)quinoxalin-5-yl)ethyl)amino)picolinic acid